FC1=CSC2=C1C=NC(=C2)C(=O)O 3-fluoro-thieno[3,2-c]pyridine-6-carboxylic acid